Fmoc-O-Phospho-Tyrosine C(=O)(OCC1C2=CC=CC=C2C2=CC=CC=C12)N[C@@H](CC1=CC=C(C=C1)OP(=O)(O)O)C(=O)O